3-(7-((2-(4-(6-(6-((R)-2-(3-fluorophenyl)pyrrolidin-1-yl)imidazo[1,2-b]pyridazin-3-yl)pyridin-2-yl)piperazin-1-yl)ethyl)amino)-1-methyl-1H-indazol-3-yl)piperidine-2,6-dione FC=1C=C(C=CC1)[C@@H]1N(CCC1)C=1C=CC=2N(N1)C(=CN2)C2=CC=CC(=N2)N2CCN(CC2)CCNC=2C=CC=C1C(=NN(C21)C)C2C(NC(CC2)=O)=O